1,8-Dibromo-2,7-bishexyloxypyrene BrC1=C(C=C2C=CC3=CC(=C(C4=CC=C1C2=C34)Br)OCCCCCC)OCCCCCC